O=C1OCC(C1C(=O)O)CCC 2-oxo-4-propyltetrahydrofuran-3-carboxylic acid